O1COC2=C1C=CC(=C2)C2=C(C=C(C=C2)[N+](=O)[O-])C=2N=NN(N2)C(C2=CC=CC=C2)(C2=CC=CC=C2)C2=CC=CC=C2 5-(2-(benzo[d][1,3]dioxolan-5-yl)-5-nitrophenyl)-2-trityl-2H-tetrazole